FC1=C(C=CC(=C1F)OC)C1=CN=C(N1C)C(=O)NC1=CC(=C(C=C1)C(NCCNC(=O)[C@@H]1NC[C@@](C1)(O)CC)=O)C 5-(2,3-difluoro-4-methoxy-phenyl)-N-[4-[2-[[(2R,4R)-4-ethyl-4-hydroxy-pyrrolidine-2-carbonyl]amino]ethylcarbamoyl]-3-methyl-phenyl]-1-methyl-imidazole-2-carboxamide